N[C@@H](C)C(=O)O.[Na] sodium alanine